(2-ethoxyphenyl)-1-(3,5,6-trimethylpyrazin-2-yl)-1H-pyrrol-5-ol C(C)OC1=C(C=CC=C1)C=1N(C(=CC1)O)C1=NC(=C(N=C1C)C)C